N-(3'-(1,1-dioxido-4-oxo-1,2,5-thiadiazolidin-2-yl)-2'-fluoro-4'-hydroxy-[1,1'-biphenyl]-4-yl)cyclopropanesulfonamide O=S1(N(CC(N1)=O)C=1C(=C(C=CC1O)C1=CC=C(C=C1)NS(=O)(=O)C1CC1)F)=O